C(C1=CC=CC=C1)(=O)NN benzohydrazide